C(C1=CC=CC=C1)OC1(COCCC1O)C(=C)C 3-(benzyloxy)-3-(prop-1-en-2-yl)tetrahydro-2H-pyran-4-ol